CN1C(=C(C(C=2CCCCC12)=O)C1=CC=C(C=C1)OC1=CC=C(C=C1)OC(F)(F)F)C 1,2-dimethyl-3-(4-(4-(trifluoromethoxy)phenoxy)phenyl)-5,6,7,8-tetrahydroquinolin-4-one